ClC(C(F)(F)F)(F)Cl dichloro-1,2,2,2-tetrafluoroethane